(S)-2-(methyl((1S,3S)-3-(4-(5,6,7,8-tetrahydro-1,8-naphthyridin-2-yl)butoxy)cyclopentyl)amino)-2-((S)-4-methylisochroman-5-yl)acetic acid CN([C@H](C(=O)O)C1=C2[C@@H](COCC2=CC=C1)C)[C@@H]1C[C@H](CC1)OCCCCC1=NC=2NCCCC2C=C1